NC1=C2C(=NC=N1)N(N=C2C2=CC=C(CNC(C1=C(C=CC(=C1)F)OC)=O)C=C2)C=2C=NC(=CC2)N2[C@H](CNCC2)C (S)-N-(4-(4-amino-1-(6-(2-methylpiperazin-1-yl)pyridin-3-yl)-1H-pyrazolo[3,4-d]pyrimidin-3-yl)benzyl)-5-fluoro-2-methoxybenzamide